C(C=C)N1N=C(N=C1C1=C(C=CC(=C1)OC=1C(=C2C=CN(C2=CC1F)COCC[Si](C)(C)C)F)C=C)C(C)C=1C(=C(C=CC1)CCC(=O)OCC)F ethyl 3-[3-[1-[1-allyl-5-[5-[4,6-difluoro-1-(2-trimethylsilylethoxymethyl)indol-5-yl]oxy-2-vinyl-phenyl]-1,2,4-triazol-3-yl]ethyl]-2-fluoro-phenyl]propanoate